FC(C(=O)O)(F)F.CS(=O)(=O)NC(=O)C1CCNCC1 N-(methylsulfonyl)piperidine-4-carboxamide trifluoroacetic acid salt